7-[[6-(3,3a,4,5,6,6a-hexahydro-2H-pyrrolo[2,3-c]pyrrol-1-yl)-2-pyridyl]amino]-4-(7-fluoro-imidazo[1,2-a]pyridin-3-yl)isoindolin-1-one N1(CCC2C1CNC2)C2=CC=CC(=N2)NC=2C=CC(=C1CNC(C21)=O)C2=CN=C1N2C=CC(=C1)F